N-(4-chloro-3-(5-trifluoromethyl-2-(3-methoxyphenylamino)pyrimidin-4-ylamino)phenyl)acrylamide ClC1=C(C=C(C=C1)NC(C=C)=O)NC1=NC(=NC=C1C(F)(F)F)NC1=CC(=CC=C1)OC